tellurium oxide vanadium [V].[Te]=O